(5S)-5-[(3-chloropropane-1-sulfonyl)amino]-3,3-difluoropiperidine-1-carboxylic acid tert-butyl ester C(C)(C)(C)OC(=O)N1CC(C[C@@H](C1)NS(=O)(=O)CCCCl)(F)F